The molecule is a high mannose oligosaccharide consisting of three alpha-D-mannopyranose residues, a beta-D-mannopyranose residue, a 2-acetamido-beta-D-glucopyranosyl residue and a 2-acetamido-alpha-D-glucopyranosyl residues joined in sequence by (1->2), (1->2), (1->3), (1->4), and (1->4) glycosidic linkages, and in which the second mannosyl group from the chitobiose moiety is substituted at position 6 by a alpha-D-mannopyranosyl-(1->6)-[alpha-D-mannopyranosyl-(1->2)-alpha-D-mannopyranosyl-(1->3)]-alpha-D-mannopyranosyl group. It is a high-mannose oligosaccharide and an amino decasaccharide. CC(=O)N[C@@H]1[C@H]([C@@H]([C@H](O[C@@H]1O)CO)O[C@H]2[C@@H]([C@H]([C@@H]([C@H](O2)CO)O[C@H]3[C@H]([C@H]([C@@H]([C@H](O3)CO[C@@H]4[C@H]([C@H]([C@@H]([C@H](O4)CO[C@@H]5[C@H]([C@H]([C@@H]([C@H](O5)CO)O)O)O)O)O[C@@H]6[C@H]([C@H]([C@@H]([C@H](O6)CO)O)O)O[C@@H]7[C@H]([C@H]([C@@H]([C@H](O7)CO)O)O)O)O)O)O[C@@H]8[C@H]([C@H]([C@@H]([C@H](O8)CO)O)O)O[C@@H]9[C@H]([C@H]([C@@H]([C@H](O9)CO)O)O)O[C@@H]1[C@H]([C@H]([C@@H]([C@H](O1)CO)O)O)O)O)O)NC(=O)C)O